OC=1C(=NC=CC1OC)C(=O)N[C@H](C(=O)OC(C)C1(CC1)C1=CC=CC=C1)C 1-(1-phenylcyclopropyl)ethyl (2S)-2-[(3-hydroxy-4-methoxy-pyridine-2-carbonyl)amino]propanoate